ClC1=CC=C(CNC(=O)C2=NC=3CN(CCC3C=C2)C(=O)OC(C)(C)C)C=C1 tert-butyl 2-((4-chlorobenzyl)carbamoyl)-5,8-dihydro-1,7-naphthyridine-7(6H)-carboxylate